(S)-5-((4-((2-hydroxy-1-phenylethyl)amino)-5-(5-(2-hydroxypropan-2-yl)-1,3,4-oxadiazol-2-yl)pyridin-2-yl)amino)-3,3-dimethyl-[1,2]oxaborolo[4,3-b]pyridin-1(3H)-ol OC[C@H](C1=CC=CC=C1)NC1=CC(=NC=C1C=1OC(=NN1)C(C)(C)O)NC1=CC=C2C(=N1)C(OB2O)(C)C